C(C)(C)(C)OC(CCC(=O)C1=NOC(=C1)C)=O 4-(5-Methylisoxazol-3-yl)-4-oxobutanoic acid tert-butyl ester